2-Methyl-5-(tetrazol-1-yl)tetrazole CN1N=C(N=N1)N1N=NN=C1